ClC=1C(=C(CN(C(OCC(Cl)(Cl)Cl)=O)C[C@H]2NC[C@@H](C2)F)C=CC1)F 2,2,2-Trichloroethyl (3-chloro-2-fluorobenzyl)(((2S,4R)-4-fluoropyrrolidin-2-yl)methyl)carbamate